2-(((1-methylazetidin-3-yl)carbamoyl)oxy)propane-1,3-diyl dipalmitate C(CCCCCCCCCCCCCCC)(=O)OCC(COC(CCCCCCCCCCCCCCC)=O)OC(NC1CN(C1)C)=O